N-(1-(4-aminobenzyl)-1H-pyrazol-4-yl)-5-chloro-4-(cyclopropylmethoxy)pyrimidin-2-amine NC1=CC=C(CN2N=CC(=C2)NC2=NC=C(C(=N2)OCC2CC2)Cl)C=C1